CCCCCCCCCCCCCCCCCCCCCCCCCCCCC(O)(O)O nonacosanetriol